(1s,4s)-4-(8-(2-chloro-6-fluorophenylamino)-2-(cyclobutylamino)-9H-purin-9-yl)cyclohexanecarboxamide ClC1=C(C(=CC=C1)F)NC=1N(C2=NC(=NC=C2N1)NC1CCC1)C1CCC(CC1)C(=O)N